CC1(OB(OC1(C)C)C=1C=NC=NC1)C 5-(4,4,5,5-tetramethyl-1,3,2-dioxaborolan-2-yl)pyrimidin